ethyl (R)-6-(4-(6-fluoro-5-hydroxy-3-(pyrazin-2-yl)pyridin-2-yl)piperazin-1-yl)-2-azaspiro[3.4]octane-2-carboxylate FC1=C(C=C(C(=N1)N1CCN(CC1)[C@H]1CC2(CN(C2)C(=O)OCC)CC1)C1=NC=CN=C1)O